tetrakis(methoxyethoxyethoxy)silane COCCOCCO[Si](OCCOCCOC)(OCCOCCOC)OCCOCCOC